ClC=1C(=CC2=C(N(C[C@H](N(S2(=O)=O)C)CC(C)C)C2=CC=CC=C2)C1)C=1C=C(C=CC1)C(C(=O)O)=O (R)-2-(3-(7-chloro-3-isobutyl-2-methyl-1,1-dioxido-5-phenyl-2,3,4,5-tetrahydrobenzo[f][1,2,5]thiadiazepin-8-yl)phenyl)-2-oxoacetic acid